tert-butyl 4-((2-((tert-butoxy carbonyl) (2,3,4,5-tetrafluoro-6-(methyl sulfonyl) benzyl) amino) ethyl) amino)-7H-pyrrolo[2,3-d]pyrimidine-7-carboxylate C(C)(C)(C)OC(=O)N(CCNC=1C2=C(N=CN1)N(C=C2)C(=O)OC(C)(C)C)CC2=C(C(=C(C(=C2S(=O)(=O)C)F)F)F)F